((4-cyclopropyl-6-((3'-(4-cyclopropyl-5-((cyclopentylamino)methyl)picolinamido)-2,2'-dimethyl-[1,1'-biphenyl]-3-yl)carbamoyl)pyridin-3-yl)methyl)-D-serine C1(CC1)C1=C(C=NC(=C1)C(NC=1C(=C(C=CC1)C1=C(C(=CC=C1)NC(C1=NC=C(C(=C1)C1CC1)CNC1CCCC1)=O)C)C)=O)CN[C@H](CO)C(=O)O